BrC1=C(C=C2CCC(C(C2=C1)=O)C(C(=O)OCC)=O)OC ethyl 2-(7-bromo-6-methoxy-1-oxo-tetralin-2-yl)-2-oxo-acetate